amino-2-(3,5-dichloro-4-((5-ethyl-1-isopropyl-6-oxo-1,6-dihydropyridin-3-yl)oxy)phenyl)-1,2,4-triazine-3,5(2H,4H)-dione NN1C(N(N=CC1=O)C1=CC(=C(C(=C1)Cl)OC1=CN(C(C(=C1)CC)=O)C(C)C)Cl)=O